N1=C(N=CC2=C1C1(OC2)COCC1)C#N 4,5-dihydro-2h,5'h-spiro[furan-3,7'-furo[3,4-d]pyrimidine]-2'-carbonitrile